ClC1=C(C(=CC=C1)Cl)C1=NOC(=C1C(=O)O[C@H]1[C@@H]2CN([C@H](C1)C2)C(=O)OCC2=CC=CC=C2)C2(CC2)F benzyl (1S,4S,5R)-5-[[3-(2,6-dichlorophenyl)-5-(1-fluorocyclopropyl)-1,2-oxazol-4-yl]carbonyloxy]-2-azabicyclo[2.2.1]heptane-2-carboxylate